3-[2-[[[2-(carboxymethyl)indane-2-carbonyl]amino]methyl]-1,3-benzothiazol-6-yl]propyl-trimethyl-ammonium C(=O)(O)CC1(CC2=CC=CC=C2C1)C(=O)NCC=1SC2=C(N1)C=CC(=C2)CCC[N+](C)(C)C